C(C)(C)(C)OC(=O)N1C(COCC1)C=1C=C(C=C2CCNCC12)Cl 3-(6-chloro-1,2,3,4-tetrahydroisoquinoline-8-yl)morpholine-4-carboxylic acid tert-butyl ester